CC(NC1CCCCC1)(C)C(=O)O α-methyl-cyclohexylalanine